cis-5-(3-Amino-5-trifluoromethyl-piperidin-1-yl)-quinoline-8-carbonitrile N[C@@H]1CN(C[C@@H](C1)C(F)(F)F)C1=C2C=CC=NC2=C(C=C1)C#N